S(=O)(=O)(O)[O-].C(CCC)N1C=[N+](C=C1)CCCC 1,3-dibutylimidazolium hydrogensulfate